ClC1=CC=C(CC2=CC(=NC3=CC=CC=C23)C2=CC=C(C=C2)Cl)C=C1 4-(4-chlorobenzyl)-2-(4-chlorophenyl)quinoline